dioxolo[4,5-c]Pyridine O1COC=2C=NC=CC21